3-(5-(1-(5-(1-(((R)-1-(3-(difluoromethyl)-2-methylphenyl)ethyl)amino)-4-methylpyrido[3,4]pyridazin-7-yl)-2-fluorobenzyl)piperidin-4-yl)-1-oxoisoindolin-2-yl)-piperidine-2,6-dione FC(C=1C(=C(C=CC1)[C@@H](C)NN1NC=C(C2=C1C=C(N=C2)C=2C=CC(=C(CN1CCC(CC1)C=1C=C3CN(C(C3=CC1)=O)C1C(NC(CC1)=O)=O)C2)F)C)C)F